C(Cl)[C@@H]1CO1 |o1:2| (S) or (R)-epichlorohydrin